C(C)S(=O)(=O)C=1C(=NC=C(C1)OCC(F)(F)F)C(=O)OCC ethyl 3-ethylsulfonyl-5-(2,2,2-trifluoroethoxy)pyridine-2-carboxylate